N,O-dimethylhydroxyamine hydrochloride CNOC.Cl